3-(benzyloxy)-4-fluoro-6-methylpicolinic acid C(C1=CC=CC=C1)OC=1C(=NC(=CC1F)C)C(=O)O